ClC=1C=C(CN2C[C@@H](OCC2)CNC(CSC=2SC=C(N2)C2=CC(=C(C=C2)OC)OC)=O)C=CC1Cl (2S)-N-{[4-(3,4-dichlorobenzyl)morpholin-2-yl]methyl}[4-(3,4-dimethoxyphenyl)thiazol-2-ylthio]acetamide